FC=1C=C(C(=O)N)C=CC1OC[C@@H]1CC[C@H](CC1)C(=O)N1OCC[C@H]1C1=NC=CN=C1 trans-3-fluoro-4-[[4-[(3S)-3-pyrazin-2-ylisoxazolidine-2-carbonyl]cyclohexyl]methoxy]benzamide